NCC(C)C 3-amino-2-methylpropan